CO[Si](CCCNCCNCCC[Si](OC)(OC)OC)(OC)OC N,N'-bis[3-(trimethoxysilyl)propyl]-1,2-ethanediamine